ClC=1C=CC=2C3=C(C(N(C2C1)C=1C=NC=CC1)=O)N=C(N3C)C3=CC1=CN(N=C1C=C3)C 7-chloro-1-methyl-2-(2-methyl-2H-indazol-5-yl)-5-(pyridin-3-yl)-1,5-dihydro-4H-imidazo[4,5-c]quinolin-4-one